(2-cyclopropoxy-4-fluorophenyl)(6-((3-(2-(trifluoromethyl)phenyl)-4,5-dihydro-1H-pyrazol-5-yl)oxy)-2-azaspiro[3.3]heptan-2-yl)methanone C1(CC1)OC1=C(C=CC(=C1)F)C(=O)N1CC2(C1)CC(C2)OC2CC(=NN2)C2=C(C=CC=C2)C(F)(F)F